FC(C1=CC=C(CN2CCN(CC2)C(=O)C2=CC=C3C=CC(NC3=C2)=O)C=C1)(F)F 7-(4-(4-(trifluoromethyl)benzyl)piperazine-1-carbonyl)quinolin-2(1H)-one